1-METHYLPIPERIDINE-3-CARBALDEHYDE CN1CC(CCC1)C=O